(Z)-2,3-bis(thiophen-2-yl)acrolein S1C(=CC=C1)\C(\C=O)=C/C=1SC=CC1